N1(CCOCC1)C1=CC=C2C(=N1)NC=C2C2=NC(=NC=C2C(F)(F)F)N[C@H]2C1(CNC1)CC2 (R)-N-(4-(6-morpholinyl-1H-pyrrolo[2,3-b]pyridin-3-yl)-5-(trifluoromethyl)pyrimidin-2-yl)-2-azaspiro[3.3]heptane-5-amine